6-((2,6-dimethyl-7-phenyl-1H-imidazo[4,5-c]pyridin-1-yl)methyl)pyridine-3-sulfonamide CC=1N(C2=C(C=NC(=C2C2=CC=CC=C2)C)N1)CC1=CC=C(C=N1)S(=O)(=O)N